D-thioproline N1[C@H](CSC1)C(=O)O